C(CCCCCCCCC)C1=C(C2=CC=CC=C2C=C1)N.[Na] sodium 2-decylnaphthamine